5-bromo-3-ethoxy-2-((6-methylpyridin-3-yl)methoxy)pyridine BrC=1C=C(C(=NC1)OCC=1C=NC(=CC1)C)OCC